N-(5-(2-hydroxypropan-2-yl)-4'-((3-methyl-6-(methylsulfonyl)pyridin-2-yl)amino)-[2,3'-bipyridin]-6'-yl)acetamide OC(C)(C)C=1C=CC(=NC1)C=1C=NC(=CC1NC1=NC(=CC=C1C)S(=O)(=O)C)NC(C)=O